(phenyldibenzothiophenyl)benzene C1(=CC=CC=C1)C1=C(C2=C(SC3=C2C=CC=C3)C=C1)C1=CC=CC=C1